NC1=NC=2C=CC(=CC2C2=C1[C@H](OC2)C)C(=O)N([C@@H]2COC1=C2C=CC(=C1)C(F)(F)F)C (3R)-4-amino-N,3-dimethyl-N-((3S)-6-(trifluoromethyl)-2,3-dihydro-1-benzofuran-3-yl)-1,3-dihydrofuro[3,4-c]quinoline-8-carboamide